2-(4-fluorophenyl)imidazo[1,2-a]pyrazine FC1=CC=C(C=C1)C=1N=C2N(C=CN=C2)C1